C(CCC)OC(=O)NCC1=C(N=NN1C)C1=CC=C(C(=N1)C(F)(F)F)O[C@@H]1C[C@H](CCC1)C(=O)O (1S,3S)-3-((6-(5-(((butoxycarbonyl)amino)methyl)-1-methyl-1H-1,2,3-triazol-4-yl)-2-(trifluoromethyl)pyridin-3-yl)oxy)cyclohexane-1-carboxylic acid